C(C(C)C)NC1=C2C(=NC(=C1)N)C=C(S2)C2=CC=NN2 N7-isobutyl-2-(1H-pyrazol-5-yl)thieno[3,2-b]pyridin-5,7-diamine